2-(2,6-dioxo-3-piperidinyl)-5-fluoro-1,3-isoindolinedione O=C1NC(CCC1N1C(C2=CC=C(C=C2C1=O)F)=O)=O